methyl 2-(6-(3,5-difluoro-6-((2-methyl-2H-indazol-5-yl) methoxy) piperidin-2-yl)-6-azaspiro[2.5]oct-1-yl)-1-((S)-oxetan-2-ylmethyl)-1H-benzo[d]imidazole-6-carboxylate FC1C(NC(C(C1)F)OCC1=CC2=CN(N=C2C=C1)C)N1CCC2(CC2C2=NC3=C(N2C[C@H]2OCC2)C=C(C=C3)C(=O)OC)CC1